[O-]S(=O)(=O)C(F)(F)F.[Zn+2].[O-]S(=O)(=O)C(F)(F)F zinc(II) triflate